2,2',2''-(10-(1-carboxy-4-((3-(3-(4-isothiocyanatophenyl)thioureido)propyl)sulfonamido)-4-oxobutyl)-1,4,7,10-tetraazacyclododecane-1,4,7-triyl)triacetic acid C(=O)(O)C(CCC(=O)NS(=O)(=O)CCCNC(=S)NC1=CC=C(C=C1)N=C=S)N1CCN(CCN(CCN(CC1)CC(=O)O)CC(=O)O)CC(=O)O